BrC=1C(=NC=CC1C)CC(OC)OC 3-Bromo-2-(2,2-dimethoxyethyl)-4-methylpyridine